1-(4-(2-ethyl-3-(3-fluorophenyl)-1-tosyl-1H-pyrrolo[2,3-b]pyridin-5-yl)benzyl)piperidin-3-ol C(C)C1=C(C=2C(=NC=C(C2)C2=CC=C(CN3CC(CCC3)O)C=C2)N1S(=O)(=O)C1=CC=C(C)C=C1)C1=CC(=CC=C1)F